4-[(1R)-1-(5-fluoro-2-pyridyl)ethoxy]-6-[1-[(1S,2S)-2-hydroxycyclohexyl]-5-methyl-pyrazol-4-yl]pyrazolo[1,5-a]pyridine-3-carbonitrile FC=1C=CC(=NC1)[C@@H](C)OC=1C=2N(C=C(C1)C=1C=NN(C1C)[C@@H]1[C@H](CCCC1)O)N=CC2C#N